2-((2S)-1-Acryloyl-4-(7-(3,4-dihydroquinolin-1(2H)-yl)-2-(((S)-1-(2-methoxyethyl)pyrrolidin-2-yl)methoxy)-5,6,7,8-tetrahydroquinazolin-4-yl)piperazin-2-yl)acetonitrile C(C=C)(=O)N1[C@H](CN(CC1)C1=NC(=NC=2CC(CCC12)N1CCCC2=CC=CC=C12)OC[C@H]1N(CCC1)CCOC)CC#N